(S)-3-(1-(8-amino-1-methylimidazo[1,5-a]pyrazin-3-yl)ethyl)-5-chloro-6-fluoro-N-((3-hydroxyoxetan-3-yl)methyl)-2-isopropoxybenzamide NC=1C=2N(C=CN1)C(=NC2C)[C@@H](C)C=2C(=C(C(=O)NCC1(COC1)O)C(=C(C2)Cl)F)OC(C)C